3-(1H-imidazo[1,2-a]imidazol-1-yl)-1-methyl-1H-pyrrolo[2,3-b]pyridine-6-carbonitrile N1(C=2N(C=C1)C=CN2)C2=CN(C1=NC(=CC=C12)C#N)C